Thiazole acetate C(C)(=O)O.S1C=NC=C1